tert-Butyl 2-[1-[6-methyl-4-oxo-2-phenyl-3-(trifluoromethyl)chromen-8-yl]ethylamino]benzoate CC=1C=C2C(C(=C(OC2=C(C1)C(C)NC1=C(C(=O)OC(C)(C)C)C=CC=C1)C1=CC=CC=C1)C(F)(F)F)=O